CN(C1(CCC2(CN(C(N2)=O)C=2C=NC(=NC2)C=2C=C(C#N)C=CC2)CC1)C1=CC=CC=C1)C 3-(5-(8-(dimethylamino)-2-oxo-8-phenyl-1,3-diazaspiro[4.5]decan-3-yl)pyrimidin-2-yl)benzonitrile